1-sec-butyl-para-menthane-3,9-diol tert-butyl-(1R,5S,6r)-6-(cyclohexylcarbamothioyl)-3-azabicyclo[3.1.0]hexane-3-carboxylate C(C)(C)(C)[C@]12CN(C[C@H]2[C@H]1C(NC1CCCCC1)=S)C(=O)O.C(C)(CC)C1(CC(C(CC1)C(CO)C)O)C